4-(4-chlorophenyl)-4-(hydroxyimino)butyric acid ethyl ester C(C)OC(CCC(=NO)C1=CC=C(C=C1)Cl)=O